ClC=1C=C(C=CC1Cl)C1=CC=C2CCC(C2=C1)NC(O[C@@H]1CN2CCC1CC2)=O (S)-quinuclidin-3-yl (6-(3,4-dichlorophenyl)-2,3-dihydro-1H-inden-1-yl)carbamate